ClC=1C=C(C=CC1OC)C1CC(CC(C1)=O)=O 5-(3-chloro-4-methoxyphenyl)-1,3-cyclohexanedione